FC1=C(C=C(C=C1)C=1N=C2OC=CN2C1C1=NC(=NC=C1)NCCCNS(=O)(=O)C1=CC=C(C=C1)OC)O N-(3-(4-(6-(4-fluoro-3-hydroxyphenyl)imidazo[2,1-b]oxazol-5-yl)pyrimidin-2-yl-amino)propyl)-4-methoxybenzenesulfonamide